chloro-2-(dimethylaminomethyl)-ferrocen-1-yl-(di-norbornylphosphine) palladium [Pd].ClC1=C([C-](C=C1)P(C12CCC(CC1)C2)C21CCC(CC2)C1)CN(C)C.[CH-]1C=CC=C1.[Fe+2]